4-hydroxy-2-methyl-6-(4-methyltetrahydro-2H-pyran-4-yl)pyridin OC1=CC(=NC(=C1)C1(CCOCC1)C)C